C(C)(C)(C)OC(=O)N1[C@H](CN([C@@H](C1)C)C(C1=CC=C(C=C1)Cl)C1=CC=C(C=C1)Cl)C.ClC(C1=NC=NC(=N1)C(Cl)(Cl)Cl)(Cl)Cl 4,6-bis(trichloromethyl)-s-triazine tert-Butyl-(2S,5R)-4-(bis(4-chlorophenyl)methyl)-2,5-dimethylpiperazine-1-carboxylate